Beta-cadinene CC1=CC[C@@H]2[C@@H](C1)[C@@H](CC=C2C)C(C)C